ClC1=C(C(=CC(=N1)C1=NC(=NC(=N1)NC1CC1)NC1CC1)F)N 6-(6-chloro-4-fluoro-5-aminopyridin-2-yl)-N2,N4-dicyclopropyl-1,3,5-triazine-2,4-diamine